N-(7-chloro-6-(1-(3-cyano-4-fluorotetrahydrofuran-3-yl)piperidin-4-yl)isoquinolin-3-yl)-5-oxaspiro[2.4]heptane-1-carboxamide ClC1=C(C=C2C=C(N=CC2=C1)NC(=O)C1CC12COCC2)C2CCN(CC2)C2(COCC2F)C#N